CN1C(=NN=C1)CC1(COC1)C1=CC=C2CN(C(C2=C1)=O)C1=NC(=CC(=C1)CN1C(CCCC1)C)C(F)(F)F 6-(3-((4-Methyl-4H-1,2,4-triazol-3-yl)methyl)oxetan-3-yl)-2-(4-((2-methyl-piperidin-1-yl)methyl)-6-(trifluoromethyl)pyridin-2-yl)isoindolin-1-one